FC=1C=C(C=CC1)C1=CC(=CC=C1)C[C@@H]1N(CC[C@@H]1NS(=O)(=O)C)C(C(C)(C)OC)=O N-((2S,3S)-2-((3'-fluorobiphenyl-3-yl)methyl)-1-(2-methoxy-2-methylpropanoyl)pyrrolidin-3-yl)methanesulfonamide